C(C1=CC=CC=C1)OC=1C=C(C=2N(N1)C=C(C2)C=2N=C1SC(=NN1C2)OC)OC 6-(2-(benzyloxy)-4-methoxypyrrolo[1,2-b]pyridazin-6-yl)-2-methoxyimidazo[2,1-b][1,3,4]thiadiazole